C(C)[C@@H]1CN(C[C@H]1C=O)C(=O)OC(C)(C)C trans-tert-butyl 3-ethyl-4-formylpyrrolidine-1-carboxylate